tert-butyl (2S)-4-[(4-chloro-2-methoxy-3-pyridyl)methyl]-4-hydroxy-2-methyl-pyrrolidine-1-carboxylate ClC1=C(C(=NC=C1)OC)CC1(C[C@@H](N(C1)C(=O)OC(C)(C)C)C)O